3-(2,4-dimethylbenzenesulfonyl)-8-[4-(2-hydroxyethyl)-1,4-diazepan-1-yl]-4H,5H-[1,2,3]triazolo[1,5-a]quinazolin-5-one CC1=C(C=CC(=C1)C)S(=O)(=O)C=1N=NN2C1NC(C1=CC=C(C=C21)N2CCN(CCC2)CCO)=O